(1-(4-cyclobutyl-3-(5-ethyl-4H-1,2,4-triazol-3-yl)benzoyl)-4-fluoropiperidin-4-yl)benzonitrile C1(CCC1)C1=C(C=C(C(=O)N2CCC(CC2)(F)C2=C(C#N)C=CC=C2)C=C1)C1=NN=C(N1)CC